CC1(CCN(CC1)C1=NOC(=N1)[C@H](C)NC(=O)C1=CC(=NN1C)C(F)(F)F)C (S)-N-(1-(3-(4,4-dimethylpiperidin-1-yl)-1,2,4-oxadiazol-5-yl)ethyl)-1-methyl-3-(trifluoromethyl)-1H-pyrazole-5-carboxamide